3-benzyl-1-(trans-4-((5-cyano-4-(4-(ethylsulfonyl)-piperazin-1-yl)pyrimidin-2-yl)amino)cyclohexyl)-1-(5-(1-methyl-1H-pyrazol-4-yl)pyridin-2-yl)urea C(C1=CC=CC=C1)NC(N(C1=NC=C(C=C1)C=1C=NN(C1)C)[C@@H]1CC[C@H](CC1)NC1=NC=C(C(=N1)N1CCN(CC1)S(=O)(=O)CC)C#N)=O